NC=1C(N=NC1N)(C)C(C)(C)C 4,5-diamino-3-tert.-butyl-3-methylpyrazole